ClC1=CC(=C(CN2C(C3=C(C=4C=CC=CC24)CN(C3)CC=3C=C(C#N)C=CC3)=O)C=C1)C 3-((5-(4-chloro-2-methylbenzyl)-4-oxo-1,3,4,5-tetrahydro-2H-pyrrolo[3,4-c]quinolin-2-yl)methyl)benzonitrile